(Z)-3-(2-(3-(3,5-bis(trifluoromethyl)phenyl)-1H-1,2,4-triazole-1-yl)-1-bromobenzylidene)pyridazine FC(C=1C=C(C=C(C1)C(F)(F)F)C1=NN(C=N1)C1C(\C=C\2/NN=CC=C2)(C=CC=C1)Br)(F)F